ClC1=C(C=C2CCN(CC2=C1)C)NC1=NC=C(C(=N1)C=1SC(=C(C1)S(=O)(=O)C)CN1CCOCC1)C(F)(F)F 7-chloro-2-methyl-N-(4-(4-(methylsulfonyl)-5-(morpholinomethyl)thiophen-2-yl)-5-(trifluoromethyl)pyrimidin-2-yl)-1,2,3,4-tetrahydroisoquinolin-6-amine